4-bromo-7-chlorobenzo[d][1,3]dioxole BrC1=CC=C(C=2OCOC21)Cl